2-methoxyethyl (1S,2R,5R)-2-(hydroxycarbamoyl)-3-((6-((tetrahydro-2H-pyran-4-yl)oxy)pyridin-3-yl)sulfonyl)-3,8-diazabicyclo[3.2.1]octane-8-carboxylate ONC(=O)[C@H]1[C@@H]2CC[C@H](CN1S(=O)(=O)C=1C=NC(=CC1)OC1CCOCC1)N2C(=O)OCCOC